5-[1-(2,2-Difluoro-3-methylbutyl)-1H-pyrazol-4-yl]-6-imidazo[1,2-a]pyridin-7-ylpyridin-2-carbonitril FC(CN1N=CC(=C1)C=1C=CC(=NC1C1=CC=2N(C=C1)C=CN2)C#N)(C(C)C)F